Benzyl 4-((4-(3-((4-((tert-butoxy carbonyl)amino)piperidin-1-yl)sulfonyl)phenyl)piperazin-1-yl)methyl)piperidine-1-carboxylate C(C)(C)(C)OC(=O)NC1CCN(CC1)S(=O)(=O)C=1C=C(C=CC1)N1CCN(CC1)CC1CCN(CC1)C(=O)OCC1=CC=CC=C1